2-(6-Bromo-[1,2,4]triazolo[1,5-a]pyridin-7-yl)-5,7-difluoroquinolin-4(1H)-one BrC=1C(=CC=2N(C1)N=CN2)C=2NC1=CC(=CC(=C1C(C2)=O)F)F